trifluoropropyltris-(dimethylsiloxy)silane FC(CC[Si](O[SiH](C)C)(O[SiH](C)C)O[SiH](C)C)(F)F